4-(N-(2-methoxyethyl)sulfamoyl)benzenesulfonyl chloride COCCNS(=O)(=O)C1=CC=C(C=C1)S(=O)(=O)Cl